P(OC1=C(C=CC=C1C)C)(OC1=C(C=CC=C1C)C)OC1=C(C=CC=C1C)C tri(2,6-dimethylphenyl) phosphite